amino-1-methyl-1H-pyrazol NC1=NN(C=C1)C